1,4-Bis(3-mercaptobutyroyloxy)butane SC(CC(=O)OCCCCOC(CC(C)S)=O)C